BrC=1C(=C2C=3C(=NC(=NC3C1F)Cl)N(CCO2)CCN(C)C)Cl 2-(9-bromo-2,8-dichloro-10-fluoro-5,6-dihydro-4H-[1,4]oxazepino[5,6,7-de]quinazolin-4-yl)-N,N-dimethylethan-1-amine